bis(indenyl)titanium dibromide [Br-].[Br-].C1(C=CC2=CC=CC=C12)[Ti+2]C1C=CC2=CC=CC=C12